(2S)-3-[5,7-difluoro-2-(4-fluorophenyl)-1H-indol-3-yl]-2-hydroxy-N-[(3S,4R)-4-hydroxy-2-oxo-pyrrolidin-3-yl]propionamide FC=1C=C2C(=C(NC2=C(C1)F)C1=CC=C(C=C1)F)C[C@@H](C(=O)N[C@@H]1C(NC[C@H]1O)=O)O